(R)-1-(4-((5-(1-(3,3-difluorocyclobutyl)-1H-benzo[d][1,2,3]triazol-6-yl)-6-fluoro-4-methoxypyrrolo[2,1-f][1,2,4]triazin-2-yl)amino)-3,3-difluoropiperidin-1-yl)ethan-1-one FC1(CC(C1)N1N=NC2=C1C=C(C=C2)C=2C(=CN1N=C(N=C(C12)OC)N[C@H]1C(CN(CC1)C(C)=O)(F)F)F)F